CN(C(C(=O)O)CC1=C(N=CN1C)S)C 2-(dimethylamino)-3-(4-mercapto-1-methyl-imidazol-5-yl)propionic acid